FC(OC1=CC=C(C=C1)C1(CC1)C(=O)N1CC2=CC=CC=C2CC1C(=O)N)(F)F 2-[1-[4-(trifluoromethoxy)phenyl]cyclopropanecarbonyl]-3,4-dihydro-1H-isoquinoline-3-carboxamide